1-[6-[4-[2-propoxy-4-[(E)-2-methoxycarbonyl-vinyl]-phenoxycarbonyl]-phenoxy]-hexyloxycarbonyl]-1-methyl-ethylene C(CC)OC1=C(OC(=O)C2=CC=C(OCCCCCCOC(=O)C(=C)C)C=C2)C=CC(=C1)\C=C\C(=O)OC